3-[5-[7-(4-aminocyclohexanecarbonyl)-2,7-diazaspiro[3.5]nonan-2-yl]-3-methyl-2-oxo-benzimidazol-1-yl]piperidine-2,6-dione NC1CCC(CC1)C(=O)N1CCC2(CN(C2)C2=CC3=C(N(C(N3C)=O)C3C(NC(CC3)=O)=O)C=C2)CC1